(Z)-ethyl (3-(3-chlorophenyl)thiazol-2(3H)-ylidene)carbamate ClC=1C=C(C=CC1)N1/C(/SC=C1)=N/C(OCC)=O